OC(CC(C)=O)(C)C 4-hydroxyl-4-methyl-pentane-2-one